(R)-1-(2,5-difluoropyridin-3-yl)ethyl (1-methyl-4-(5-(3-methylisoxazole-5-carboxamido) pyridin-2-yl)-1H-1,2,3-triazol-5-yl)carbamate CN1N=NC(=C1NC(O[C@H](C)C=1C(=NC=C(C1)F)F)=O)C1=NC=C(C=C1)NC(=O)C1=CC(=NO1)C